ClC1=C(C=2C(=C(N=NC2)O)C(=N1)OC(C(F)(F)F)C)F 7-chloro-8-fluoro-5-((1,1,1-trifluoropropan-2-yl)oxy)pyrido[3,4-d]pyridazin-4-ol